SCC1OCC(OC1)CS 2,5-bis(Mercaptomethyl)-1,4-dioxan